hexan-2-one CC(CCCC)=O